3-(chloromethyl)-5-[(4-chlorophenyl)methyl]pyridine, hydrochloride Cl.ClCC=1C=NC=C(C1)CC1=CC=C(C=C1)Cl